arsenic lead-zinc sulphide [S-2].[Zn+2].[Pb+2].[As+3]